N-acetoxy-1-[9-ethyl-6-(2-methylbenzoyl)-9H-Carbazol-3-yl]-3-cyclopentylpropane-1-imine C(C)(=O)ON=C(CCC1CCCC1)C=1C=CC=2N(C3=CC=C(C=C3C2C1)C(C1=C(C=CC=C1)C)=O)CC